4-isopentyl-2,5-dimethoxybenzaldehyde C(CC(C)C)C1=CC(=C(C=O)C=C1OC)OC